C(C1=CC=CC=C1)N1CC=2C(=C(C=3NC=4C(=CC(=CC4C3C2)OC)F)C)CC1 2-benzyl-7-fluoro-9-methoxy-5-methyl-1,3,4,6-tetrahydropyrido[4,3-b]carbazole